didodecyl-trimethyl-ammonium tert-butyl-(R)-3-(2-((tert-butyldimethylsilyl)oxy)ethyl)-1-oxo-2-azaspiro[4.4]non-7-ene-2-carboxylate C(C)(C)(C)OC(=O)N1C(C2(C[C@@H]1CCO[Si](C)(C)C(C)(C)C)CC=CC2)=O.C(CCCCCCCCCCC)C([NH+](C)C)CCCCCCCCCCCC